(2R)-6-(benzyloxy)-2-((E)-4,8-dimethyl-2-(phenylsulfonyl)nonan-3,7-dien-1-yl)-2,5,7,8-tetramethylchromane C(C1=CC=CC=C1)OC=1C(=C2CC[C@](OC2=C(C1C)C)(C)CC(\C=C(\CCC=C(C)C)/C)S(=O)(=O)C1=CC=CC=C1)C